CS(=O)(=O)OC[C@H]1CN(C2(CC2)CO1)C(=O)OC(C)(C)C tert-butyl (R)-6-(((methylsulfonyl)oxy)methyl)-7-oxa-4-azaspiro[2.5]octane-4-carboxylate